N-[(4S,5S)-4-(4-fluorophenyl)-3-methyl-6-oxo-1-phenyl-7-propyl-1H,4H,5H,6H,7H-pyrazolo[3,4-b]pyridin-5-yl]-N-propyl-3-(trifluoromethyl)benzamide FC1=CC=C(C=C1)[C@H]1C2=C(N(C([C@H]1N(C(C1=CC(=CC=C1)C(F)(F)F)=O)CCC)=O)CCC)N(N=C2C)C2=CC=CC=C2